ethyl 2-(2-{2-[3-(1-acetylazetidin-3-yl)-5'-fluoro-1'-methyl-[4,6'-biindazol]-1-yl]-N-methylacetamido}acetamido)acetate C(C)(=O)N1CC(C1)C1=NN(C=2C=CC=C(C12)C1=C(C=C2C=NN(C2=C1)C)F)CC(=O)N(C)CC(=O)NCC(=O)OCC